CN(C(SC1=C(C(=C(C=C1)CN(C)C)C)OC)=O)C S-[4-[(dimethylamino)methyl]-2-methoxy-3-methyl-phenyl] N,N-dimethylcarbamothioate